tert-butyl (2S,6R)-4-(6-bromo-5-chloro-2-pyridyl)-2,6-dimethyl-piperazine-1-carboxylate BrC1=C(C=CC(=N1)N1C[C@@H](N([C@@H](C1)C)C(=O)OC(C)(C)C)C)Cl